FC(CN1C=NC2=C1C=C(C=C2F)C=2C=CN1N=C(N=C(C12)OC)N[C@@H]1[C@@H](CN(CC1)C)F)F 5-(1-(2,2-difluoroethyl)-4-fluoro-1H-benzo[d]imidazol-6-yl)-N-((3R,4S)-3-fluoro-1-methylpiperidin-4-yl)-4-methoxypyrrolo[2,1-f][1,2,4]triazin-2-amine